FC(C1=C(CN2N=C(C(=C2)[N+](=O)[O-])C)C=CC(=C1)C(F)(F)F)(F)F 1-(2,4-bis(trifluoromethyl)benzyl)-3-methyl-4-nitro-1H-pyrazole